4-(4-fluoro-5-((4-(trifluoromethoxy)phenyl)amino)-1H-pyrazol-3-yl)phenol FC=1C(=NNC1NC1=CC=C(C=C1)OC(F)(F)F)C1=CC=C(C=C1)O